COC1=C(C(=CC=C1)OC)N1C(=NC=2C1=NC(=CN2)NS(=O)(=O)C)C2=NC(=CC=C2)OC N-(1-(2,6-dimethoxyphenyl)-2-(6-methoxypyridin-2-yl)-1H-imidazo[4,5-b]pyrazin-6-yl)methanesulfonamide